C(C)(C)(C)OC(=O)N(C1=NC=CC(=C1F)CC=1C(=C(C=NC1)C(=O)[O-])C)C(=O)OC(C)(C)C 5-({2-[bis(t-butoxycarbonyl) amino]-3-fluoropyridin-4-yl} methyl)-4-methylpyridine-3-carboxylate